6-(2,6-dichlorophenyl)-2-((3-chloro-4-(1-methylpiperidin-4-yl)phenyl)amino)-8,9-dihydroimidazo[1,2-a]pyrimido[5,4-e]pyrimidin-5(6H)-one ClC1=C(C(=CC=C1)Cl)N1C=2N(C3=C(C1=O)C=NC(=N3)NC3=CC(=C(C=C3)C3CCN(CC3)C)Cl)CCN2